O[C@@H]1[C@@H](CCC1)N1CCC2=C1N=NC(=C2)C2=C(C=C(C=C2C)C(F)(F)F)O 2-[7-[(1R,2S)-2-hydroxycyclopentyl]-5,6-dihydropyrrolo[2,3-c]pyridazin-3-yl]-3-methyl-5-(trifluoromethyl)phenol